(piperidin-4-yl)pyrimidin-2-amine N1CCC(CC1)C1=NC(=NC=C1)N